C(CC(C)CCC=C(C)C)CC(=O)O.C(C)(=O)OCCC(C)CCC=C(C)C citronellyl acetate (citronellyl acetate)